C(C)(C)(C)OC(=O)N1CC=2N(CC1)C(C=C(C2)C(F)(F)F)=O 6-oxo-8-(trifluoromethyl)-3,4-dihydro-1H-pyrido[1,2-a]pyrazine-2-carboxylic acid tert-butyl ester